2-(4-cyano-2,6-diisopropylphenyl)-N-(5-(1-hydroxyethyl)thiazol-2-ylsulfonyl)acetamide C(#N)C1=CC(=C(C(=C1)C(C)C)CC(=O)NS(=O)(=O)C=1SC(=CN1)C(C)O)C(C)C